tert-butyl 4-(2-butyl-4-(tert-butylamino)-1H-imidazo[4,5-d]thieno[3,2-b]pyridin-7-yl)piperidine-1-carboxylate C(CCC)C1=NC=2C(=C3C(=NC2NC(C)(C)C)C=C(S3)C3CCN(CC3)C(=O)OC(C)(C)C)N1